benzyl 2-(3-(1-(tert-butoxycarbonyl)-1H-pyrazol-3-yl)prop-2-yn-1-yl)-1,8-naphthyridine-1(2H)-carboxylate C(C)(C)(C)OC(=O)N1N=C(C=C1)C#CCC1N(C2=NC=CC=C2C=C1)C(=O)OCC1=CC=CC=C1